ethyl-2-[(methane-sulfonyl)oxy]-3-methoxypropanoate C(C)OC(C(COC)OS(=O)(=O)C)=O